NC=1N=C(C(=NC1NC1=CC=C(C=C1)CO)C#N)C#N 5-amino-6-((4-(hydroxymethyl)phenyl)amino)pyrazine-2,3-dicarbonitrile